1,3,5-tri(hex-5-yn-1-yl)-1,3,5-triazinane-2,4,6-trione C(CCCC#C)N1C(N(C(N(C1=O)CCCCC#C)=O)CCCCC#C)=O